3-(2-trifluoromethylphenyl)-5-methylisoxazole-4-carboxylic acid FC(C1=C(C=CC=C1)C1=NOC(=C1C(=O)O)C)(F)F